(6-chloro-1-methyl-1H-pyrrolo[2,3-b]pyridin-4-yl)methanol tert-butyl-4-(6-bromo-5-methyl-2-oxo-3H-imidazo[4,5-b]pyridin-1-yl)piperidine-1-carboxylate C(C)(C)(C)C1N(CCC(C1)N1C(NC2=NC(=C(C=C21)Br)C)=O)C(=O)OCC2=C1C(=NC(=C2)Cl)N(C=C1)C